N-(5-((4-chlorobenzyl)oxy)-1,3,4-thiadiazol-2-yl)-3-(3-oxo-3,4-dihydro-2H-benzo[b][1,4]oxazin-8-yl)isonicotinamide ClC1=CC=C(COC2=NN=C(S2)NC(C2=C(C=NC=C2)C2=CC=CC3=C2OCC(N3)=O)=O)C=C1